N-(2-{2-[4-amino-2-(2-methoxyethyl)-1H-imidazo[4,5-c]quinolin-1-yl]ethoxy}ethyl)dodecanamide NC1=NC=2C=CC=CC2C2=C1N=C(N2CCOCCNC(CCCCCCCCCCC)=O)CCOC